dithieno[3,2-b:2',3'-d]pyrrole S1C=CC2=C1C1=C(N2)C=CS1